ONC(CN1C(CCC2=CC(=CC=C12)C=1C=CC=2N(N1)C(=NN2)CC=2C=C1C=CC=NC1=CC2)=O)=O N-hydroxy-2-(2-oxo-6-(3-(quinolin-6-ylmethyl)-[1,2,4]triazolo[4,3-b]pyridazin-6-yl)-3,4-dihydroquinolin-1(2H)-yl)acetamide